FC1=C(C=CC(=C1F)OC)C1=CN=C2N1C=CN=C2NC2=CC(=C(C(=O)NC1CN(C1)C(CN(C)C)=O)C=C2)CC 4-((3-(2,3-Difluoro-4-methoxyphenyl)imidazo[1,2-a]pyrazin-8-yl)amino)-N-(1-(dimethylglycyl)azetidin-3-yl)-2-ethylbenzamide